(4R,5S)-4-acetylamino-5-((benzothiophen-5-ylmethyl)amino)-3-(pent-3-oxy)cyclohex-1-ene C(C)(=O)N[C@H]1C(C=CC[C@@H]1NCC=1C=CC2=C(C=CS2)C1)OC(CC)CC